(2S,4R)-1-((S)-2-azido-3,3-dimethylbutanoyl)-4-hydroxy-N-((S)-1-(4-(4-methylthiazol-5-yl)phenyl)ethyl)pyrrolidine-2-carboxamide N(=[N+]=[N-])[C@H](C(=O)N1[C@@H](C[C@H](C1)O)C(=O)N[C@@H](C)C1=CC=C(C=C1)C1=C(N=CS1)C)C(C)(C)C